(+)-o-chlorophenylglycine methyl ester tartrate C(=O)(O)C(O)C(O)C(=O)O.COC(C(N)C1=C(C=CC=C1)Cl)=O